COC(C1=C(C=CC=C1)CN1C(N(CC12CCC(CC2)(C2=CC=CC=C2)N(C)C)CC2=CC=C(C=C2)OC)=O)=O cis-2-[[8-dimethylamino-3-[(4-methoxyphenyl)-methyl]-2-oxo-8-phenyl-1,3-diazaspiro[4.5]decan-1-yl]-methyl]-benzoic acid methyl ester